C(C)(C)(C)C1=C(C=C(C=C1)NC(C(C1=CC=C(C=C1)OC)NC(=O)C1CNC(C1)=O)=O)C#N N-(2-((4-tert-butyl-3-cyanophenyl)amino)-1-(4-methoxyphenyl)-2-oxoethyl)-5-oxopyrrolidine-3-carboxamide